7-(4-bromo-3-chloro-benzoyl)-N-[(4-cyanophenyl)methyl]-2-(4-methoxyphenyl)-3-oxo-6,8-dihydro-5H-imidazo[1,5-a]pyrazine-1-carboxamide BrC1=C(C=C(C(=O)N2CC=3N(CC2)C(N(C3C(=O)NCC3=CC=C(C=C3)C#N)C3=CC=C(C=C3)OC)=O)C=C1)Cl